2-(1-aminocyclohexyl)acetic acid NC1(CCCCC1)CC(=O)O